N-octyl-pyrrolidone C(CCCCCCC)N1C(CCC1)=O